2-(2-bromo-5-chloro-phenyl)acetonitrile BrC1=C(C=C(C=C1)Cl)CC#N